C(C)(C)(C)OC(=O)N[C@@H](CC(=O)O)C(=O)OCOC(=O)OC(C)C (S)-3-((tert-butoxycarbonyl)amino)-4-(((isopropoxycarbonyl)oxy)methoxy)-4-oxobutyric acid